CN1C(C(=CC2=C(C=C(C=C12)N1CCOCC1)N1C2=C(NCC1)C=C(N=C2)C=2C=NN(C2)C)C)=O 1,3-dimethyl-5-(7-(1-methyl-1H-pyrazol-4-yl)-2,3-dihydropyrido[3,4-b]pyrazin-4(1H)-yl)-7-morpholinoquinolin-2(1H)-one